COC=1C=C2C(=NC(=NC2=CC1OCCCN(CCC)C)N1CCN(CCC1)C)NC1CCN(CC1)C 6-methoxy-7-(3-(methyl(propyl)amino)propoxy)-2-(4-methyl-1,4-diazepan-1-yl)-N-(1-methylpiperidin-4-yl)quinazolin-4-amine